3-(perfluoro-n-hexyl)epoxypropane FC(C(C(C(C(C(F)(F)F)(F)F)(F)F)(F)F)(F)F)(CC1CO1)F